FC1=CC=C(C=C1)CNC1=CC(=NN1C(=O)C1=COC=C1C)C1CN(CCC1C(F)(F)F)C(=O)N1CC(CC1)O 1-[3-(5-{[(4-Fluorophenyl)methyl]amino}-1-(4-methylfuran-3-carbonyl)-1H-pyrazol-3-yl)-4-(trifluoromethyl)piperidin-1-carbonyl]pyrrolidin-3-ol